COC1=C(C=CC(=C1)S(=O)(=O)C)NC=1N=C(C2=C(N1)NC=C2C#N)NCCC 2-((2-methoxy-4-(methylsulfonyl)phenyl)amino)-4-(propylamino)-7H-pyrrolo[2,3-d]pyrimidine-5-carbonitrile